5'-O-heptanoyl-2',3'-di-O-acetyl-uridine C(CCCCCC)(=O)OC[C@@H]1[C@H]([C@H]([C@@H](O1)N1C(=O)NC(=O)C=C1)OC(C)=O)OC(C)=O